3-(2,6-dichlorophenyl)azetidine TFA salt OC(=O)C(F)(F)F.ClC1=C(C(=CC=C1)Cl)C1CNC1